7-methoxy-8-ethoxyquinazoline-2,4-diol COC1=CC=C2C(=NC(=NC2=C1OCC)O)O